(7-methoxy-4-(1-methyl-3-phenyl-1H-pyrazol-4-yl)quinazolin-6-yl)-3-oxabicyclo[3.1.0]hexane-1-carboxamide COC1=C(C=C2C(=NC=NC2=C1)C=1C(=NN(C1)C)C1=CC=CC=C1)C1C2(CC2CO1)C(=O)N